BrCCCCCCCCCCCC(=O)OC(C)(C)C tert-butyl 12-bromododecanoate